α-amino-caproic acid NC(C(=O)O)CCCC